8-amino-9-(3-methoxy-2,6-dimethylphenyl)-5-methyl-9H-pyrrolo[2,3-c][1,2,4]triazolo[4,3-a]pyridine-7-carbonitrile NC1=C(C2=C(C=3N(C(=C2)C)C=NN3)N1C1=C(C(=CC=C1C)OC)C)C#N